ClC1=C(C=CC(=C1)C=1C=NNC1)C1=NN=C(S1)N1CC(NCC1)CO (4-(5-(2-Chloro-4-(1H-pyrazol-4-yl)phenyl)-1,3,4-thiadiazol-2-yl)piperazin-2-yl)methanol